N-[1-(2,6-Difluoro-4-methoxyphenyl)-4-[3-(hydroxymethyl)pyrrolidine-1-carbonyl]-1H-imidazol-2-yl]-4-(difluoromethoxy)benzamide FC1=C(C(=CC(=C1)OC)F)N1C(=NC(=C1)C(=O)N1CC(CC1)CO)NC(C1=CC=C(C=C1)OC(F)F)=O